COC(=O)C1(CC(=NO1)[C@H](C)NC(=O)C1=NC=CC2=CC=CC=C12)CC1=CC=CC=C1.C1(=CC=CC=C1)C(C(=O)O)=C.OCCCCCCCCN1C(CCC1=O)=O N-hydroxyoctyl-succinimide 2-phenyl-acrylate Methyl-5-benzyl-3-((S)-1-(isoquinoline-1-carboxamido)ethyl)-4,5-dihydroisoxazole-5-carboxylate